trans-Ethyl 2-(chloromethyl)-4-((2-(diethylamino)-4,4-dimethylcyclopentyl)oxy)benzoate ClCC1=C(C(=O)OCC)C=CC(=C1)O[C@H]1[C@@H](CC(C1)(C)C)N(CC)CC